tertbutyl N-aminocarbamate NNC(OC(C)(C)C)=O